C1(CCCCC1)NC(=O)C1C(NC2=CC=CN=C2C1=O)=O 3-(cyclohexylcarbamoyl)-2,4-dioxo-1,2,3,4-tetrahydro-1,5-naphthyridine